ClC1=CC=C2C(=NC=3N(C2=C1)C=NC3)N(C=3C=C(C=C(C3)F)C#CC(C)(O)C)C 4-[3-[(8-chloroimidazo[1,5-a]quinazolin-5-yl)-methyl-amino]-5-fluoro-phenyl]-2-methyl-but-3-yn-2-ol